4-(3,5-dichloro-4-hydroxybenzamido)-N-(2-fluorobenzyl)thiazole-5-carboxamide ClC=1C=C(C(=O)NC=2N=CSC2C(=O)NCC2=C(C=CC=C2)F)C=C(C1O)Cl